CC=1C(C(C(CC1)C)(C)C)C=CC(C)=O 4-(2,5,6,6-tetramethylcyclohex-2-en-1-yl)but-3-en-2-one